C(CCCCCCCCCCCCCCCCC)(=O)OCCCCCCCCCCC(C)C Isotridecyl stearate